4-chloro-5-(1,3-dioxolan-2-yl)-6-(2-(4-(1-fluorocyclopropyl)-2,6-dimethylphenyl)hydrazineyl)-2-methoxypyrimidine ClC1=NC(=NC(=C1C1OCCO1)NNC1=C(C=C(C=C1C)C1(CC1)F)C)OC